2-ethyl-9,10-bis(2-carboxyethyl)carbonyloxyanthracene C(C)C1=CC2=C(C3=CC=CC=C3C(=C2C=C1)OC(=O)CCC(=O)O)OC(=O)CCC(=O)O